C1(CC1)C1=NC(=NC(=C1C1=NC=C2N(C(N(C2=N1)CC1=CC=C(C=C1)C=1N(C=C(N1)C(F)(F)F)C)=N)C)OC)C 2-(4-cyclopropyl-6-methoxy-2-methyl-pyrimidin-5-yl)-7-methyl-9-[[4-[1-methyl-4-(trifluoromethyl)imidazol-2-yl]phenyl]methyl]purin-8-imine